2-(8-((1s,3s)-3-hydroxy-3-methylcyclobutyl)-5,6,7,8-tetrahydropyrido[2,3-c]pyridazin-3-yl)-3-methyl-5-(trifluoromethyl)phenol OC1(CC(C1)N1CCCC2=C1N=NC(=C2)C2=C(C=C(C=C2C)C(F)(F)F)O)C